2,2,2-trifluoroethyl 2-[(2S,5R)-4-(2,2-dimethylpropanoyl)-5-methyl-2-phenyl-piperazin-1-yl]-2-oxo-acetate CC(C(=O)N1C[C@@H](N(C[C@H]1C)C(C(=O)OCC(F)(F)F)=O)C1=CC=CC=C1)(C)C